3-Chloro-pyridine-2-carboxylic acid {1-[5-(1-methyl-2-oxo-1,2,3,4-tetrahydro-quinolin-6-yl)-pyridin-3-yl]-cyclopropyl}-amide CN1C(CCC2=CC(=CC=C12)C=1C=C(C=NC1)C1(CC1)NC(=O)C1=NC=CC=C1Cl)=O